O=C1NC(CC2=CC=CC(C3=CC=CC(CC(NC1)=O)=C3)=C2)C(=O)N 10,13-dioxo-9,12-diazatricyclo[13.3.1.12,6]icosa-1(18),2(20),3,5,15(19),16-hexaene-8-carboxamide